3-(4-amino-5-fluoro-1-oxoisoindolin-2-yl)piperidine NC1=C2CN(C(C2=CC=C1F)=O)C1CNCCC1